C1(=CC=CC=C1)S(=O)(=O)N1N=C(C2=C(C=CC=C12)Br)N(C1=CC=CC=C1)C 1-(benzenesulfonyl)-4-bromo-N-methyl-N-phenylindazol-3-amine